S(=O)(=O)([O-])[O-].C(CCCCCCC)C=CC1=CC=CC=C1.[Na+].[Na+] sodium octyl-styrene sulphate